6-(4-chloro-2-fluorophenyl)-5-methoxy-1-phenyl-1H-benzo[d]imidazole ClC1=CC(=C(C=C1)C=1C(=CC2=C(N(C=N2)C2=CC=CC=C2)C1)OC)F